2-(4-(tert-butyl)-1H-1,2,3-triazol-1-yl)-N-(4-(7-((1-isopropylpiperidin-4-yl)methoxy)-6-methoxyquinazolin-4-yl)phenyl)acetamide tin (II) linoleate C(CCCCCCC\C=C/C\C=C/CCCCC)(=O)[O-].[Sn+2].C(C)(C)(C)C=1N=NN(C1)CC(=O)NC1=CC=C(C=C1)C1=NC=NC2=CC(=C(C=C12)OC)OCC1CCN(CC1)C(C)C.C(CCCCCCC\C=C/C\C=C/CCCCC)(=O)[O-]